C(C)OC1=CC(=C(C=C1NC1=NC=NC(=C1)N1OCC[C@@H]1C1=CC(=CC=C1)OC1=CC=CC=C1)NC(C=C)=O)N1CCN(CC1)C (R)-N-(4-ethoxy-2-(4-methylpiperazin-1-yl)-5-((6-(3-(3-phenoxyphenyl)isoxazolidine-2-yl)pyrimidin-4-yl)amino)phenyl)acrylamide